C12(CC(C1)C2)N2N=CC(=C2)[C@H]2C=C(CCO2)C2=NC1=NC(=C(N=C1C(=N2)C2=C(C=C(C=C2)F)F)C)C 2-[(6R)-6-[1-(1-bicyclo[1.1.1]pentanyl)pyrazol-4-yl]-3,6-dihydro-2H-pyran-4-yl]-4-(2,4-difluorophenyl)-6,7-dimethyl-pteridine